3-(5-cyclopropyl-4-(5-(trifluoromethyl)pyridin-2-yl)isoxazol-3-yl)-1-isopropyl-1H-pyrazolo[4,3-c]pyridin-4-amine C1(CC1)C1=C(C(=NO1)C1=NN(C2=C1C(=NC=C2)N)C(C)C)C2=NC=C(C=C2)C(F)(F)F